CC1=C(OC2=NC=CC=C2C2=NC(=NC=C2)N[C@@H]2CN(CCC2)C(=O)OC(C)(C)C)C(=CC(=C1)[N+](=O)[O-])C (S)-tert-Butyl 3-((4-(2-(2,6-dimethyl-4-nitrophenoxy)pyridin-3-yl)pyrimidin-2-yl)amino)piperidine-1-carboxylate